OCC[C@H](CCC)NC=1C2=C(N=C(N1)NC(OC)=O)C=NN2CC2=NC=C(C=C2OC)C2CCNCC2 methyl (S)-(7-((1-hydroxyhexan-3-yl)amino)-1-((3-methoxy-5-(piperidin-4-yl)pyridin-2-yl)methyl)-1H-pyrazolo[4,3-d]pyrimidin-5-yl)carbamate